N-{4-[3-anilino-5,6-dimethyl-4-oxo-4,5,6,7-tetrahydro-1H-pyrrolo[3,2-c]pyridin-2-yl]pyridin-2-yl}-2-(pyridin-4-yl)acetamide N(C1=CC=CC=C1)C1=C(NC2=C1C(N(C(C2)C)C)=O)C2=CC(=NC=C2)NC(CC2=CC=NC=C2)=O